FC=1C(=C(C=CC1F)[C@@H]1[C@@H](O[C@@]([C@H]1C)(C(F)(F)F)C)C(=O)NC1=CC(=NC(=C1)F)C(=O)N)OC 4-[[(2R,3R,4S,5S)-3-(3,4-Difluoro-2-methoxy-phenyl)-4,5-dimethyl-5-(trifluoromethyl)tetrahydrofuran-2-carbonyl]amino]-6-fluoro-pyridin-2-carboxamid